ClC=1C=CC(=NC1)C(=O)NC(C(=O)N[C@@H]1B(OC2=C(C1)C=CC=C2C(=O)O)O)C2=CC=C(C=C2)P(=O)(O)O (3R)-3-(2-(5-chloropicolinamido)-2-(4-phosphonophenyl)acetamido)-2-hydroxy-3,4-dihydro-2H-benzo[e][1,2]oxaborinine-8-carboxylic acid